C(C)C(COCCCN1C=[N+](C=C1)CCCOCC(CCCC)CC)CCCC 1,3-bis(3-[(2-ethylhexan-1-yl)oxy]propyl)imidazolium